FC(OC1=NC(=CC=C1NC(=O)C1(CCC(CC1)S(N)(=O)=O)C1=C(C=CC=C1)C(C)C)OC)F N-(2-(difluoromethoxy)-6-methoxypyridin-3-yl)-1-(2-isopropylphenyl)-4-sulfamoylcyclohexane-1-carboxamide